3-[(1S)-2-[(3R)-3-benzyloxybutoxy]-1-methyl-ethoxy]-5-bromo-pyridine C(C1=CC=CC=C1)O[C@@H](CCOC[C@@H](OC=1C=NC=C(C1)Br)C)C